COCC1(CCNCC1)O 4-(Methoxymethyl)piperidin-4-ol